C(C1=CC=CC=C1)NCCCC1=NC(=C(C=2N=C(NC(C21)=O)SC)F)Cl 5-(3-(benzylamino)propyl)-7-chloro-8-fluoro-2-(methylsulfanyl)pyrido[4,3-d]pyrimidin-4(3H)-one